ClC=1C(=C(C=CC1F)NC(/C=C/C(=O)OCC)=O)F ethyl (E)-4-((3-chloro-2,4-difluorophenyl) amino)-4-oxobut-2-enoate